C(C1=CC=CC=C1)NC(N(C1=NC=C(C=N1)C=1C=NC(=NC1)OC)[C@@H]1CC[C@H](CC1)NC1=NC=C(C(=N1)N1CCC(CC1)O)C#N)=O 3-benzyl-1-(trans-4-((5-cyano-4-(4-hydroxypiperidin-1-yl)pyrimidin-2-yl)amino)cyclohexyl)-1-(2'-methoxy-5,5'-bipyrimidin-2-yl)urea